(E)-1-(3,4-dimethoxyphenyl)-3-(4-methoxyphenyl)prop-2-en-1-one COC=1C=C(C=CC1OC)C(\C=C\C1=CC=C(C=C1)OC)=O